1-[2-(3-bromo-5-methyl-pyrazol-1-yl)-6-[5-[(6-methylpyridazin-3-yl)amino]benzimidazol-1-yl]-3-pyridinyl]ethanone BrC1=NN(C(=C1)C)C1=NC(=CC=C1C(C)=O)N1C=NC2=C1C=CC(=C2)NC=2N=NC(=CC2)C